CC1=CC=C(C=C1)N(C1=C2C=CC=CC2=CC2=C(C3=CC=CC=C3C=C12)N(C1=CC=C(C=C1)C)C1=CC=C(C=C1)C)C1=CC=C(C=C1)C N,N,N',N'-tetrakis(4-methylphenyl)tetracene-5,11-diamine